C(C)(C)C1=C(NC2=CC=C(C=C12)C1=NN2C(CN(CC2)CCNC)=C1C(=O)N)C1=CC(=NC=C1)C 2-(3-isopropyl-2-(2-methylpyridin-4-yl)-1H-indol-5-yl)-5-(2-(methylamino)ethyl)-4,5,6,7-tetrahydropyrazolo[1,5-a]pyrazine-3-carboxamide